O[C@@H]1C(\C=C/C[C@@H](OC(C2=C(/C=C/C[C@@H]1O)C=C(C=C2O)OC)=O)C)=O (3S,5Z,8S,9S,11E)-3,4,9,10-tetrahydro-8,9,16-trihydroxy-14-methoxy-3-methyl-1H-2-benzoxacyclotetradecine-1,7(8H)-dione